imidazole-2-sulfonyl chloride hydrochloride Cl.N1C(=NC=C1)S(=O)(=O)Cl